IC1=C(C(=NC=C1)OC(F)(F)F)CN1C(C2=CC=CC=C2C1=O)=O ((4-iodo-2-(trifluoromethoxy)pyridin-3-yl)methyl)isoindoline-1,3-dione